C(C1=CC=CC=C1)C1=CC(=C(C=C1)O)N p-benzyl-aminophenol